ClC1=NC(=CC(=C1\C=N\S(=O)C(C)(C)C)C(=O)N1CCCCC1)N1[C@@H](CCC1)C N-[(e)-{2-chloro-6-[(2R)-2-methylpyrrolidin-1-yl]-4-(piperidine-1-carbonyl)pyridin-3-yl}methylidene]-2-methylpropane-2-sulfinamide